SCCCC thiapentane